3-(difluoromethyl)-1-(m-tolyl)-1H-indazol-6-amine hydrochloride Cl.FC(C1=NN(C2=CC(=CC=C12)N)C=1C=C(C=CC1)C)F